ClCC(=O)N(C)C1=CC(=C(C=C1[N+](=O)[O-])NC(OC(C)(C)C)=O)OC tert-butyl (4-(2-chloro-N-methylacetamido)-2-methoxy-5-nitrophenyl)-carbamate